[6-(5,6,7,8-tetrahydroimidazo[1,2-a]pyridin-7-yloxy)-3-pyridyl]methanamine N=1C=CN2C1CC(CC2)OC2=CC=C(C=N2)CN